NC=1C=C(C=C(C1)C(F)(F)F)[C@@H](C)NC=1C2=C(N=C(N1)C)C=NC(=C2)C=2C=NN(C2)C(=O)OC(C)(C)C tert-Butyl (R)-4-(4-((1-(3-amino-5-(trifluoromethyl)phenyl)ethyl)amino)-2-methylpyrido[3,4-d]pyrimidin-6-yl)-1H-pyrazole-1-carboxylate